2-((((4-nitrophenoxy)carbonyl)oxy)methyl)-7-(nonan-5-yloxy)-7-oxoheptyl (9Z,12Z)-octadeca-9,12-dienoate C(CCCCCCC\C=C/C\C=C/CCCCC)(=O)OCC(CCCCC(=O)OC(CCCC)CCCC)COC(=O)OC1=CC=C(C=C1)[N+](=O)[O-]